2-(9-methoxy-2-methyl-7-(5-methylpyridin-2-yl)-3-oxo-2,3,5,7-tetrahydrobenzo[5,6]oxepino[4,3-c]pyridin-5-yl)-N-ethylacetamide COC1=CC2=C(C3=CN(C(C=C3C(OC2C2=NC=C(C=C2)C)CC(=O)NCC)=O)C)C=C1